(E)-5-[4-(3-Chlorodibenzo[b,e][1,4]oxazepin-5(11H)-yl)butyl-methyl-amino]pent-3-en-2-one ClC=1C=CC2=C(N(C3=C(OC2)C=CC=C3)CCCCN(C/C=C/C(C)=O)C)C1